4-(1-naphthyl)-N-[4-(2-naphthyl)phenyl]aniline C1(=CC=CC2=CC=CC=C12)C1=CC=C(NC2=CC=C(C=C2)C2=CC3=CC=CC=C3C=C2)C=C1